5-trifluoromethyl-1-(3-chloropyridin-2-yl)-1H-pyrazole-4-carboxylic acid ethyl ester C(C)OC(=O)C=1C=NN(C1C(F)(F)F)C1=NC=CC=C1Cl